CC1(CCN(CC1)C=1OC2=C(C=C(C=C2C(C1)=O)C)C(C)NC1=C(C=CC=C1)S(=O)(=O)CC(=O)N)C [2-[1-[2-(4,4-dimethyl-1-piperidinyl)-6-methyl-4-oxo-chromen-8-yl]ethylamino]phenyl]sulfonylacetamide